(S)-2-(2-((S)-1-(2,3-Difluorobenzyl)-5-oxopyrrolidin-2-yl)acetamido)-N-ethoxy-3-methylbutanamide FC1=C(CN2[C@@H](CCC2=O)CC(=O)N[C@H](C(=O)NOCC)C(C)C)C=CC=C1F